N1=CC=C(C=C1)N1CC2C(C1)CNC2 5-(pyridin-4-yl)hexahydropyrrolo[3,4-c]pyrrole